COC1=NC(=CC=C1NC1=NC2=C(C=CC=C2C=N1)C1=NC=CC(=C1)NC(C=C)=O)N1CCCCC1 N-(2-(2-((2-methoxy-6-(piperidin-1-yl)pyridin-3-yl)amino)quinazolin-8-yl)pyridin-4-yl)acrylamide